(4s,5r)-methyl-5-(2-iodophenyl)-2-methyl-1,3-dioxolane-4-carboxylate COC(=O)[C@H]1OC(O[C@@H]1C1=C(C=CC=C1)I)C